2-Cyclohex-2-en-1-ylbenzene-1,3-diol C1(C=CCCC1)C1=C(C=CC=C1O)O